FC(CF)(OCC1CCN(CC1)NC1=CC=CC=C1)F {4-[(1,1,2-trifluoroethoxy)methyl]piperidin-1-yl}aniline